FC1=C(C=CC=C1C[C@@H]1N(CC2(CC2)[C@@H]1NS(=O)(=O)C)C(=O)N[C@@]1(COCC1)C)C1=CC=CC=C1 (6S,7S)-6-((2-fluoro-[1,1'-biphenyl]-3-yl)methyl)-7-(methylsulfonamido)-N-((S)-3-methyltetrahydrofuran-3-yl)-5-azaspiro[2.4]heptane-5-carboxamide